FC1=C(C=C(C=C1)C(F)(F)F)C=1CCCC2=C(C1C1=CC=C(C=C1)C=C1CN(C1)CCCF)C=CC=C2 8-(2-Fluoro-5-(trifluoromethyl)phenyl)-9-(4-((1-(3-fluoropropyl)azetidin-3-yliden)methyl)phenyl)-6,7-dihydro-5H-benzo[7]annulen